ClC1=C(C=C2C(=NC=3N(C2=C1)C=NN3)N(C)C3=NC(=NC=C3)C=3C=NC(=CC3)C(F)F)F 8-chloro-N-(2-(6-(difluoromethyl)pyridin-3-yl)pyrimidin-4-yl)-7-fluoro-N-methyl-[1,2,4]triazolo[4,3-a]quinazolin-5-amine